2-(3-(tert-butoxycarbonylamino)azetidin-1-yl)propionic acid C(C)(C)(C)OC(=O)NC1CN(C1)C(C(=O)O)C